N[C@H]1CC(C([C@H](C(NC=2C=NN(C2C=2C=CN=C1C2)C(F)F)=O)C)[2H])[2H] (9R,13S)-13-amino-3-(difluoromethyl)-9-methyl(10,11-2H2)-3,4,7,15-tetraazatricyclo[12.3.1.02,6]octadeca-1(18),2(6),4,14,16-pentaen-8-one